OC(CCCCCCCCCCC(=O)[O-])CCCCCC 12-hydroxyoctadecanoat